4-fluoro-1-(2-(4-((6-methylquinolin-5-yl)amino)piperidin-1-yl)acetyl)pyrrolidine-2-carbonitrile FC1CC(N(C1)C(CN1CCC(CC1)NC1=C2C=CC=NC2=CC=C1C)=O)C#N